FC=1C(=CC2=C(C(N3[C@@H](CO2)C[C@@H](C3)OC3=NC=C2CCC(NC2=C3)=O)=O)C1OC(C)C)C (2S,11aR)-7-fluoro-6-isopropoxy-8-methyl-2-((2-oxo-1,2,3,4-tetrahydro-1,6-naphthyridine-7-yl)oxy)-2,3,11,11a-tetrahydro-1H,5H-benzo[f]pyrrolo[2,1-c][1,4]oxazepin-5-one